C(C)(C)N1N=CC=2C1=NC(=NC2C2=CC=C(C=C2)OC(F)(F)F)NC(=O)C=2SC(=CC2)[N+](=O)[O-] N-(1-isopropyl-4-(4-(trifluoromethoxy)phenyl)-1H-pyrazolo[3,4-d]pyrimidin-6-yl)-5-nitrothiophene-2-carboxamide